BrC1=C2CN(C(C2=C(C=C1)OC)=O)CC(C#N)=C 2-[(4-bromo-7-methoxy-1-oxo-isoindolin-2-yl)methyl]prop-2-enenitrile